BrC1=CC(=C(C=C1F)NS(=O)(=O)C1=CNC(=C1)C1=CSC=C1)F N-(4-bromo-2,5-difluorophenyl)-5-thiophen-3-yl-1H-pyrrole-3-sulfonamide